N-isopropyl-N-phenyl-N'-(3-(1-(sec-butyl)piperidin-4-yl)pyrrolo[3,2-b]pyridin-5-yl)urea C(C)(C)N(C(=O)NC1=CC=C2C(=N1)C(=CN2)C2CCN(CC2)C(C)CC)C2=CC=CC=C2